C(C\C=C/CCCC)(C(=O)O)C(=O)O cis-3-octene-1,1-dicarboxylic acid